2'-TBDMSadenosine [Si](C)(C)(C(C)(C)C)[C@@]1([C@@H](O[C@@H]([C@H]1O)CO)N1C=NC=2C(N)=NC=NC12)O